C(=C)NO vinyl-amino alcohol